C1(CC1)C#C[C@@]1(NC=NC2=CC(=C(C=C12)F)CN1C=NC(=CC1=O)CO)C(F)(F)F (S)-4-(cyclopropylethynyl)-6-fluoro-7-((4-(hydroxymethyl)-6-oxopyrimidin-1(6H)-yl)methyl)-4-(trifluoromethyl)-3,4-dihydroquinazolin